[2-[[5-[6,7-Dichloro-3-(1H-pyrazol-4-yl)-1H-indol-2-yl]-1,3,4-oxadiazol-2-yl]amino]-2-oxo-ethyl] acetate C(C)(=O)OCC(=O)NC=1OC(=NN1)C=1NC2=C(C(=CC=C2C1C=1C=NNC1)Cl)Cl